FC=1C(=C2C(=CC(=NC2=CC1)N)B1OC(C(O1)(C)C)(C)C)C#C[Si](C(C)C)(C(C)C)C(C)C 6-fluoro-4-(4,4,5,5-tetramethyl-1,3,2-dioxaborolan-2-yl)-5-((triisopropylsilyl)ethynyl)quinolin-2-amine